methyl (2S,3S,4S,SR)-3-(3,4-difluoro-5-iodo-2-methoxy-phenyl)-4,5-dimethyl-5-(trifluoromethyl)tetrahydrofuran-2-carboxylate FC=1C(=C(C=C(C1F)I)[C@H]1[C@H](O[C@@]([C@H]1C)(C(F)(F)F)C)C(=O)OC)OC |&1:12|